3,6-dioxo-1-phenyl-2,8,11,14-tetraoxa-4,5-diazahexadecan-16-oic acid O=C(OCC1=CC=CC=C1)NNC(COCCOCCOCC(=O)O)=O